(S)-2-amino-3-(7-(5-(carboxymethyl)pyridin-2-yl)-1H-indol-3-yl)propanoic acid N[C@H](C(=O)O)CC1=CNC2=C(C=CC=C12)C1=NC=C(C=C1)CC(=O)O